C(C)(C)(C)N1C(NC(=NC1=O)SCC)=O 3-tert-butyl-6-ethylthio-1,3,5-triazine-2,4(1H,3H)-dione